lithium-molybdenum-iron [Fe].[Mo].[Li]